6-(2-amino-5-(4-(4-hydroxy-4-(2-hydroxyethyl)piperidin-1-yl)phenyl)pyridin-3-yl)-3,4-dihydroisoquinolin-1(2H)-one NC1=NC=C(C=C1C=1C=C2CCNC(C2=CC1)=O)C1=CC=C(C=C1)N1CCC(CC1)(CCO)O